2,2'-(1-(4-(1H-imidazol-1-yl)butyl)piperidine-4,4-diyl)diacetate N1(C=NC=C1)CCCCN1CCC(CC1)(CC(=O)[O-])CC(=O)[O-]